C(OC(C)Cl)(OC[C@]1(O[C@H]([C@@H]2OC(O[C@@H]21)(C)C)C2=CC=C1C(=NC=NN12)\N=C/N(C)C)C#N)=O 1-chloroethyl (((3aS,4R,6S,6aS)-4-cyano-6-(4-(((Z)-(dimethylamino)methylene)amino)pyrrolo[2,1-f][1,2,4]triazin-7-yl)-2,2-dimethyltetrahydrofuro[3,4-d][1,3]dioxol-4-yl)methyl) carbonate